N=1N=NN2CCOC3=C(C21)C=CC=C3NC3=C(N=NC(=C3)NC3=NC=C(C=C3)F)C(=O)NC 4-((5,6-dihydrobenzo[f]tetrazolo[1,5-d][1,4]oxazepin-8-yl)amino)-6-((5-fluoropyridin-2-yl)amino)-N-methylpyridazine-3-carboxamide